O1COCC(C1)OC1=C2C(=NC=NC2=CC(=C1)C=1C=NN(C1)C)NC1=CC2=C(N=CS2)C=C1 N-(5-((1,3-dioxan-5-yl)oxy)-7-(1-methyl-1H-pyrazol-4-yl)quinazolin-4-yl)benzo[d]thiazol-6-amine